OC1(OC(CCC1OC)CO)C(=O)N hydroxy-6-(hydroxymethyl)-3-methoxytetrahydro-2H-pyran-2-carboxamide